N1C(=NC2=C1C=CC=C2)C(C(C#N)C)=O 3-(1H-benzimidazol-2-yl)-2-methyl-3-oxo-propanenitrile